(R)-4-(6-chloro-5-(1-ethyl-1H-pyrazol-5-yl)pyridazin-3-yl)-3-methylmorpholine ClC1=C(C=C(N=N1)N1[C@@H](COCC1)C)C1=CC=NN1CC